1,2,4,6-tetra-O-galloyl-(galloyl)-β-D-glucose C(C1=CC(O)=C(O)C(O)=C1)(=O)O[C@]1([C@H](OC(C2=CC(O)=C(O)C(O)=C2)=O)[C@@H](O)[C@H](OC(C2=CC(O)=C(O)C(O)=C2)=O)[C@H](O1)COC(C1=CC(O)=C(O)C(O)=C1)=O)C(C1=CC(O)=C(O)C(O)=C1)=O